p-(2,3-epoxypropoxy)phenylpropane tert-butyl-(2-aminoethyl)methylcarbamate C(C)(C)(C)OC(N(C)CCN)=O.C(C1CO1)OC1=CC=C(C=C1)CCC